C(C)(C)(C)OC(=O)N1C[C@@H](OCC1)OC1=C(C(=CC=C1)OC)C=1NN=C(C1)NC1=NC=C(N=C1)C#N (2S)-2-(2-[5-[(5-cyanopyrazin-2-yl)amino]-2H-pyrazol-3-yl]-3-methoxyphenoxy)morpholine-4-carboxylic acid tert-butyl ester